2-(7-Bromo-4-Isopropyl-1-Oxophthalazin-2(1H)-yl)-N-(Cis-3-Hydroxy-3-Methylcyclobutyl)Acetamide BrC1=CC=C2C(=NN(C(C2=C1)=O)CC(=O)NC1CC(C1)(C)O)C(C)C